5-[6-(cyclopropylamino)-2-fluoropyridin-3-yl]-1-(oxacyclohex-4-yl)pyrazole-4-carboxylic acid C1(CC1)NC1=CC=C(C(=N1)F)C1=C(C=NN1C1CCOCC1)C(=O)O